1-(4-(2,6-Dichloropyridin-4-yl)piperidin-1-yl)ethan-1-one ClC1=NC(=CC(=C1)C1CCN(CC1)C(C)=O)Cl